COC1=C(C=CC=C1)P(C1=C(C=CC=C1)OC)CC1(COC2(OC1)CCCCCCCCCCC2)CP(C2=C(C=CC=C2)OC)C2=C(C=CC=C2)OC 3,3-bis[bis-(2-methoxyphenyl)phosphinomethyl]-1,5-dioxa-spiro[5.11]heptadecane